F[C@@H]1C[C@H](N(C1)C(CC=1N=CNC1)=O)C(=O)N[C@H](C1=CC=C(C=C1)C(C)C)C1=CC=CC=C1 (2S,4R)-4-fluoro-1-[2-(1H-imidazol-4-yl)acetyl]-N-[(S)-phenyl[4-(propan-2-yl)phenyl]methyl]pyrrolidine-2-carboxamide